(S)-ethyl 4-(2-bromo-3-fluorophenyl)-2-methyl-5-oxo-1,4,5,7-tetrahydrofuro[3,4-b]pyridine-3-carboxylate BrC1=C(C=CC=C1F)[C@@H]1C2=C(NC(=C1C(=O)OCC)C)COC2=O